FC(=C(C1=CC(=CC(=C1)Cl)Cl)O[Si](C)(C)C)F ((2,2-difluoro-1-(3,5-dichlorophenyl)vinyl)oxy)trimethylsilane